CC=1C=C2C(=CC(=C(C2=CC1)OC(C=C)=O)N(CC)CC)O 6-methyl-2-diethylamino-4-hydroxy-1-acryloyloxynaphthalene